C1(CCC1)C1=CC(=C(C(=O)N2CCC(CC2)(F)C2=C(C#N)C=CC=C2)C=C1C1=NN=C(N1)C)C (1-(4-cyclobutyl-2-methyl-5-(5-methyl-4H-1,2,4-triazol-3-yl)benzoyl)-4-fluoropiperidin-4-yl)benzonitrile